2-(6-(((1R,4R,5R,6R)-6-fluoro-2-azabicyclo[2.2.2]octan-5-yl)(methyl)amino)pyridazin-3-yl)-5-(1H-imidazol-1-yl)phenol F[C@H]1[C@@H]([C@H]2CN[C@@H]1CC2)N(C2=CC=C(N=N2)C2=C(C=C(C=C2)N2C=NC=C2)O)C